tert-butyl-α-(p-chlorophenyl-ethyl)-1H-1,2,4-triazole-1-ethanol C(C)(C)(C)C1=NN(C=N1)CC(O)CCC1=CC=C(C=C1)Cl